(1,3,5-trimethylpyrazol-4-yl)methanone CN1N=C(C(=C1C)C=O)C